ClC1=C(C=NNC1=O)N1CCC=2C(=CC(N(C2C1)C)=O)N(C)C1=C(C=C(C=C1)F)C(F)(F)F 7-(5-chloro-6-oxo-1,6-dihydropyridazin-4-yl)-4-[[4-fluoro-2-(trifluoromethyl)phenyl](methyl)amino]-1-methyl-1,2,5,6,7,8-hexahydro-1,7-naphthyridin-2-one